CN1N=NC(=C1C=1C=C2C(=NC1)C1=C(N2[C@H](C2CCOCC2)C2=NC=CC=C2F)C(=NN1C)C(C)(C)O)C (R)-2-(6-(1,4-dimethyl-1H-1,2,3-triazol-5-yl)-4-((3-fluoropyridin-2-yl)(tetrahydro-2H-pyran-4-yl)methyl)-1-methyl-1,4-dihydropyrazolo[3',4':4,5]pyrrolo[3,2-b]pyridin-3-yl)propan-2-ol